4,7-dichloro-5-fluoro-3-(1,2,5,6-tetrahydropyridin-3-yl)-1H-indole HCl Cl.ClC1=C2C(=CNC2=C(C=C1F)Cl)C=1CNCCC1